N-cyclobutyl-2-(2-(5-(trifluoromethyl)-1,2,4-oxadiazol-3-yl)-6,7-dihydrothieno[3,2-c]pyridin-5(4H)-yl)acetamide C1(CCC1)NC(CN1CC2=C(CC1)SC(=C2)C2=NOC(=N2)C(F)(F)F)=O